4-bromo-5-(difluoromethyl)-1-((2-(trimethylsilyl)ethoxy)methyl)-1H-pyrazole BrC=1C=NN(C1C(F)F)COCC[Si](C)(C)C